N-(5-(4-(3-((2,6-dioxopiperidin-3-yl)amino)benzyl)piperazin-1-yl)-1-((1s,4s)-4-(hydroxymethyl)cyclohexyl)-1H-benzo[d]imidazol-2-yl)-3-(trifluoromethyl)benzamide O=C1NC(CCC1NC=1C=C(CN2CCN(CC2)C2=CC3=C(N(C(=N3)NC(C3=CC(=CC=C3)C(F)(F)F)=O)C3CCC(CC3)CO)C=C2)C=CC1)=O